nickel-titanium-tantalum [Ta].[Ti].[Ni]